4-[6-[(2-methylpropan-2-yl)oxycarbonylamino]pyridin-3-yl]benzoic acid CC(C)(C)OC(=O)NC1=CC=C(C=N1)C1=CC=C(C(=O)O)C=C1